[C].[N+](=[N-])=C diazomethane carbon